CN(CCC=1SC2=C(N1)C=C(C=C2)C2N(CC(CC2)C)C(C(=O)NC=2C=NC=C(C(=O)N)C2)=O)C 5-(2-(2-(2-(2-(dimethylamino)Ethyl)benzo[d]thiazol-5-yl)-5-methylpiperidin-1-yl)-2-oxoacetamido)Nicotinamide